(S)-3-(3-Cyano-4-fluorophenyl)-1-(8-fluoro-3,3-dioxido-6-oxo-1,4,5,6-tetrahydro-2H-thiopyrano[3,4-c]isoquinolin-1-yl)-1-methylurea C(#N)C=1C=C(C=CC1F)NC(N(C)[C@@H]1CS(CC=2NC(C=3C=C(C=CC3C21)F)=O)(=O)=O)=O